CCCCCCCCCCCCCCCCOC[C@H](COP(=O)([O-])OCC[N+](C)(C)C)OC(=O)CCCC/C=C\\C/C=C\\C/C=C\\CCCCC The molecule is a phosphatidylcholine O-34:3 in which the alkyl and acyl groups specified at positions 1 and 2 are hexadecyl and (6Z,9Z,12Z)-octadecatrienoyl respectively. It is a phosphatidylcholine O-34:3 and a 2-acyl-1-alkyl-sn-glycero-3-phosphocholine. It derives from a gamma-linolenic acid.